P(=O)(OCCOCCOCCOC)(Cl)Cl (2-(2-(2-methoxyethoxy)ethoxy)ethyl) dichlorophosphate